[N+](=O)([O-])C1=CC=C(C=C1)C(CC)O 1-(p-nitrophenyl)-propan-1-ol